(3-(methyl)phenyl)(phenyl)methanone tert-butyl-2-bromo-acetate C(C)(C)(C)OC(CBr)=O.CC=1C=C(C=CC1)C(=O)C1=CC=CC=C1